2-{[(m-methoxyphenyl)methyl]amino}-2,5-dimethylhexanoic acid COC=1C=C(C=CC1)CNC(C(=O)O)(CCC(C)C)C